FC(S(=O)(=O)OCCCO[Si](C)(C)C(C)(C)C)(F)F 3-[tert-butyl(dimethyl)silyl]oxypropyl trifluoromethanesulfonate